amino-3-(3,5-dimethylphenoxy)propan-2-ol NCC(COC1=CC(=CC(=C1)C)C)O